Ethyl 2-((benzo[b]thiophen-7-ylthio) methyl)-3-fluorobenzoate S1C2=C(C=C1)C=CC=C2SCC2=C(C(=O)OCC)C=CC=C2F